((1-((1-methyl-1H-pyrazol-4-yl)sulfonyl)piperidin-4-yl)amino)pyrimidine-5-carbonitrile CN1N=CC(=C1)S(=O)(=O)N1CCC(CC1)NC1=NC=C(C=N1)C#N